[C@H]12OC[C@H](N(C1)C1CCN(CC1)C1=C(C=C(C(=C1)OC)NC1=NC=NC(=C1)N1OCC[C@@H]1C1=CC3=CC=CC=C3C=C1)NC(C=C)=O)C2 N-(2-(4-((1R,4R)-2-oxa-5-azabicyclo[2.2.1]heptane-5-yl)piperidine-1-yl)-4-methoxy-5-((6-((R)-3-(naphthalene-2-yl)isoxazolidine-2-yl)pyrimidine-4-yl)amino)phenyl)acrylamide